C(#N)C1(CC1)NC(=O)[C@H]1N(C[C@@H](C1)S(=O)(=O)C1=C(C=C(C=C1)N1N=NN=C1C)C(F)(F)F)C(=O)C1(CC1)C(F)(F)F (2S,4R)-4-[4-(5-methyl-tetrazol-1-yl)-2-trifluoromethyl-benzenesulfonyl]-1-(1-trifluoromethyl-cyclopropanecarbonyl)-pyrrolidine-2-carboxylic acid (1-cyano-cyclopropyl)-amide